3-(5-(1-(oxetan-3-yl)-4-((2-(trifluoromethyl)pyrrolidin-1-yl)methyl)-1H-pyrrolo[2,3-b]pyridin-6-yl)-1-oxoisoindolin-2-yl)piperidine-2,6-dione O1CC(C1)N1C=CC=2C1=NC(=CC2CN2C(CCC2)C(F)(F)F)C=2C=C1CN(C(C1=CC2)=O)C2C(NC(CC2)=O)=O